(2R)-2-amino-3-(2-chlorophenyl)propyl (aminocarbonyl)methylcarbamate NC(=O)CNC(OC[C@@H](CC1=C(C=CC=C1)Cl)N)=O